C(CN(CC(=O)[O-])CC(=O)[O-])N(CC(=O)O)CC(=O)[O-].[Na+].[Na+].[Na+] The molecule is the organic sodium salt of ethylenediaminetetraacetic acid (EDTA) in which three sodium cations are associated with one trianion of EDTA. It contains an EDTA(3-).